C1(=CC=CC=C1)[C@@H]1C[C@H](NC1)C(=O)NC(C(=O)[O-])C 2-[[(2S,4S)-4-phenylpyrrolidine-2-carbonyl]amino]propanoate